C1OCC12OCCN(C2)C2=CC=CC(=N2)C2=NC1=CC(=NC=C1C=C2)CNC(C2=CN=CC(=C2)S(=O)(=O)C)=O N-((2-(6-(2,5-dioxa-8-azaspiro[3.5]nonan-8-yl)pyridin-2-yl)-1,6-naphthyridin-7-yl)methyl)-5-(methylsulfonyl)nicotinamide